N[C@H](CC1=C(C=2N=NC=C(C2S1)N(C(OC(C)(C)C)=O)CC1=CC=NC=C1)C)CC tert-butyl N-{6-[(2S)-2-aminobutyl]-7-methylthieno[3,2-c]pyridazin-4-yl}-N-(pyridin-4-ylmethyl)carbamate